CC=1N=C2N(C=CC=C2)C1C(C)N 1-(2-methyl-imidazo[1,2-a]-pyridin-3-yl)-ethanamine